tert-butyl (2-(2-((2-((2-(2,6-dioxopiperidin-3-yl)-1,3-dioxoisoindolin-4-yl)amino)-2-oxoethyl)amino)-2-oxoethoxy)ethyl)carbamate O=C1NC(CCC1N1C(C2=CC=CC(=C2C1=O)NC(CNC(COCCNC(OC(C)(C)C)=O)=O)=O)=O)=O